CC1([C@@H]2CCC([C@@H]([C@]2(CCC1)C)CCC(C=O)C)=C)C 4-[(1S,4aS,8aS)-5,5,8a-trimethyl-2-methylene-decahydronaphthalen-1-yl]-2-methyl-butyraldehyde